2-chloro-5-((1R,3R)-2,2-dichloro-3-(4-fluoro-3-(trifluoromethyl)phenyl)cyclopropane-1-carboxamido)-N-(2,4-difluoro-3-pivaloylaminophenyl)benzamide ClC1=C(C(=O)NC2=C(C(=C(C=C2)F)NC(C(C)(C)C)=O)F)C=C(C=C1)NC(=O)[C@@H]1C([C@H]1C1=CC(=C(C=C1)F)C(F)(F)F)(Cl)Cl